1-(3-((2-methylquinazolin-4-yl)oxy)propyl)pyrrolidin-3-ol CC1=NC2=CC=CC=C2C(=N1)OCCCN1CC(CC1)O